N[C@H]1[C@@H](CCC1)OC1=C(C=C2C[C@@H]([C@@](C2=C1)(C(=O)O)NC)CCCB(O)O)F (1R,2S)-6-{[(1R,2R)-2-Aminocyclopentyl]oxy}-2-[3-(dihydroxyboranyl)propyl]-5-fluoro-1-(methylamino)-2,3-dihydro-1H-indene-1-carboxylic acid